[S-2].[Mn+2].[Fe+2].[Ni+2].[S-2].[S-2] nickel iron manganese sulfide